anti-propen C=CC